C(C)(C)(C)[Si](OCC)(OCC)C(C)(C)C di(tert-butyl)diethoxysilane